3-[5-[4-(6-azidohexyl)piperazin-1-yl]-1-oxo-isoindolin-2-yl]piperidine-2,6-dione N(=[N+]=[N-])CCCCCCN1CCN(CC1)C=1C=C2CN(C(C2=CC1)=O)C1C(NC(CC1)=O)=O